selenium(IV) oxide [Se](=O)=O